9-ethylcarbazole-3,6-dicarboxylic acid C(C)N1C2=CC=C(C=C2C=2C=C(C=CC12)C(=O)O)C(=O)O